Cl.FC=1C(=CC=C2C(=NN(C12)C)N1C(NC(CC1)=O)=O)N1CCNCC1 1-(7-fluoro-1-methyl-6-piperazin-1-yl-indazol-3-yl)hexahydropyrimidine-2,4-dione hydrochloride